(((5-(2-Oxo-2,3-dihydro-1H-benzo[d]imidazol-5-yl)pyrimidin-2-yl)amino)methyl)benzamide O=C1NC2=C(N1)C=CC(=C2)C=2C=NC(=NC2)NCC2=C(C(=O)N)C=CC=C2